5-bromo-4-(2,6-dimethylphenyl)thiazol-2-amine BrC1=C(N=C(S1)N)C1=C(C=CC=C1C)C